8-(1-hydroxyethyl)-3,6-dimethyl-2-(methylthio)quinazolin-4(3H)-one OC(C)C=1C=C(C=C2C(N(C(=NC12)SC)C)=O)C